C(C)(=O)C1=CC=C(C=C1)C=1C=C(SC1)[S+](C=1SC=C(C1)C1=CC=C(C=C1)C(C)=O)C=1SC=C(C1)C1=CC=C(C=C1)C(C)=O Tris-[4-(4-acetylphenyl)-thiophenyl]-sulfonium